1-(1-cyclohexylpiperidin-4-yl)-3-((5-(5-(difluoromethyl)-1,3,4-oxadiazol-2-yl)pyridin-2-yl)methyl)-5-fluoro-1,3-dihydro-2H-benzo[d]imidazol-2-one C1(CCCCC1)N1CCC(CC1)N1C(N(C2=C1C=CC(=C2)F)CC2=NC=C(C=C2)C=2OC(=NN2)C(F)F)=O